FC1=C(C=CC(=C1)F)[C@@H]1N(CCC1)C1=NC=2N(C=C1)N=CC2C2=CC=CC(=N2)N2CCN(CC2)CC=2C=C(C=CC2)N2C(NC(CC2)=O)=O (R)-1-(3-((4-(6-(5-(2-(2,4-difluorophenyl)pyrrolidin-1-yl)pyrazolo[1,5-a]pyrimidin-3-yl)pyridin-2-yl)piperazin-1-yl)methyl)phenyl)dihydropyrimidine-2,4(1H,3H)-dione